3-methyl-4-[4-(5-methyl-3-phenyl-1H-pyrazol-4-yl)phenyl]benzonitrile CC=1C=C(C#N)C=CC1C1=CC=C(C=C1)C=1C(=NNC1C)C1=CC=CC=C1